1,6-bis[4-(4-aminophenoxy)phenoxy]hexane NC1=CC=C(OC2=CC=C(OCCCCCCOC3=CC=C(C=C3)OC3=CC=C(C=C3)N)C=C2)C=C1